tert-butyl-5-(3-fluoro-4-nitrophenyl)hexahydropyrrolo[3,4-c]pyrrole C(C)(C)(C)C1NCC2C1CN(C2)C2=CC(=C(C=C2)[N+](=O)[O-])F